3-methyl-8-(trifluoromethyl)-2,3,4,5-tetrahydro-1H-benzo[4,5]thieno[2,3-d]azepine CN1CCC2=C(CC1)C1=C(S2)C=C(C=C1)C(F)(F)F